(1aR,5aR)-2-(2,4-Difluorophenyl)-1a,2,5,5a-tetrahydro-1H-2,3-diaza-cyclopropa[a]pentalene-4-carboxylic acid (1-carbamoyl-2,2-dimethyl-propyl)-amide C(N)(=O)C(C(C)(C)C)NC(=O)C=1C=2C[C@@H]3[C@H](C2N(N1)C1=C(C=C(C=C1)F)F)C3